9-nitro-3,4,5,6-tetrahydro-2H-1,2,6-benzothiadiazocine 1,1-dioxide [N+](=O)([O-])C1=CC2=C(NCCCNS2(=O)=O)C=C1